FC(S(=O)(=O)OC1=C(C=C(C=C1)C1=NC(=CC=C1NC(C)C=1C=C(C=C2C(C(=C(OC12)N1CCCCC1)C)=O)C)Cl)C=O)(F)F [4-[6-chloro-3-[1-[3,6-dimethyl-4-oxo-2-(1-piperidyl)chromen-8-yl]ethylamino]-2-pyridyl]-2-formyl-phenyl] trifluoromethanesulfonate